4-(5-chloro-2-(((1R,4R)-4-methoxycyclohexyl)amino)pyrido[4,3-d]Pyrimidin-8-yl)-1-methylpyridin-2(1H)-one ClC1=NC=C(C=2N=C(N=CC21)NC2CCC(CC2)OC)C2=CC(N(C=C2)C)=O